O=C([C@H](C1=CC=CC=C1)C1=NC(=CN=C1N)C=1C=NN(C1)C1CCNCC1)NC=1C=NC=CC1 (R)-2-oxo-1-phenyl-2-(pyridin-3-ylamino)ethyl-3-amino-6-(1-(piperidin-4-yl)-1H-pyrazol-4-yl)pyrazine